Methyl (R)-3-(4-(benzyloxy)phenyl)-2-(2-(1-(3-phenylpropanoyl)piperidin-4-yl)acetamido)propanoate C(C1=CC=CC=C1)OC1=CC=C(C=C1)C[C@H](C(=O)OC)NC(CC1CCN(CC1)C(CCC1=CC=CC=C1)=O)=O